N-Methyl-N-(3-trifluoromethylbenzyl)-8-(4-(hydroxymethyl)phenyl)-9H-purin-6-amine CN(C1=C2N=C(NC2=NC=N1)C1=CC=C(C=C1)CO)CC1=CC(=CC=C1)C(F)(F)F